C(C)(C)C1=NNC(C=2C=CC(=C(C12)C#N)C(F)(F)F)=O 4-isopropyl-1-oxo-6-(trifluoromethyl)-1,2-dihydrophthalazine-5-carbonitrile